CN1N=CC2=CC(=C(C=C12)OC1=CC=CC=C1)N 1-Methyl-6-phenoxy-1H-indazol-5-amine